2,6-dichlorophenylhydrazine ClC1=C(C(=CC=C1)Cl)NN